tert-butyl 4-[[3-[4-(1,1-dioxothiolan-2-yl)-2-[6-methyl-7-oxo-1-(p-tolylsulfonyl)pyrrolo[2,3-c]pyridin-4-yl]phenoxy]cyclobutoxy]methyl]piperidine-1-carboxylate O=S1(C(CCC1)C1=CC(=C(OC2CC(C2)OCC2CCN(CC2)C(=O)OC(C)(C)C)C=C1)C=1C2=C(C(N(C1)C)=O)N(C=C2)S(=O)(=O)C2=CC=C(C=C2)C)=O